C1(=CC=CC2=CC=CC=C12)N(C1=CC=C(C=C1)C1=CC=C(C=C1)N(NC1=CC=CC=C1)C1=CC=CC2=CC=CC=C12)NC1=CC=CC=C1 N,N'-bis(1-naphthyl)-N,N'-dianilino-1,1'-biphenyl-4,4'-diamine